C(C(=O)[O-])(=O)[O-].[K+].[K+] potassium oxalate